N-(2-([1,4'-bipiperidin]-4-yl)-7-(2-hydroxypropan-2-yl)imidazo[1,2-a]pyridin-6-yl)-6-(trifluoromethyl)picolinamide hydrochloride Cl.N1(CCC(CC1)C=1N=C2N(C=C(C(=C2)C(C)(C)O)NC(C2=NC(=CC=C2)C(F)(F)F)=O)C1)C1CCNCC1